(3,4-epoxy-3-methylcyclohexyl)methyl 3,4-epoxy-3-methylcyclohexanecarboxylate CC12CC(CCC1O2)C(=O)OCC2CC1(C(CC2)O1)C